BrC=1C=C(C(=NC1)N1C(=NC(=C1Cl)C(=O)OC(C)(C)C)CC)OC(F)F tert-Butyl 1-(5-bromo-3-(difluoromethoxy)pyridin-2-yl)-5-chloro-2-ethyl-1H-imidazole-4-carboxylate